[Si].[Ge].[Sn] tin germanium silicon